5-[2-[4-(Trifluoromethyl)phenoxy]ethyl]-1H-indol-3-amine trifluoroacetate FC(C(=O)O)(F)F.FC(C1=CC=C(OCCC=2C=C3C(=CNC3=CC2)N)C=C1)(F)F